BrC1=C(NC2=CC=NC=C2C1=O)C1=C(C=C(C(=C1)F)C(F)(F)F)OC1=C(C(=C(C=C1)F)F)OC 3-Bromo-2-[2-(3,4-difluoro-2-methoxy-phenoxy)-5-fluoro-4-(trifluoromethyl)phenyl]-1H-1,6-naphthyridin-4-one